5-(4-Amino-2-methylphenoxy)-N,N-dimethylpyridin-2-amine NC1=CC(=C(OC=2C=CC(=NC2)N(C)C)C=C1)C